4-(1-(5-cyanopyrimidin-2-yl)piperidin-4-yl)-1-methyl-2,3-dioxo-1,2,3,4-tetrahydroquinoxaline-6-carbonitrile C(#N)C=1C=NC(=NC1)N1CCC(CC1)N1C(C(N(C2=CC=C(C=C12)C#N)C)=O)=O